(ethylcarbamoyl)-3,6-dihydropyridine-1(2H)-carboxylic acid tert-butyl ester C(C)(C)(C)OC(=O)N1C(CC=CC1)C(NCC)=O